ClC=1C=C(C=NC1N1N=CC=N1)NC(=O)C=1C=NN(C1C(F)(F)F)C1=CN=C(C2=CC=CC=C12)SC N-(5-chloro-6-(2H-1,2,3-triazol-2-yl)pyridin-3-yl)-1-(1-(methylthio)isoquinolin-4-yl)-5-(trifluoromethyl)-1H-pyrazole-4-carboxamide